CC(C)(C)OC(=O)N1CCOCC(C1)NC(=O)C1OC(OC1)(C)C 6-{[(2,2-dimethyl-1,3-dioxolan-4-yl)carbonyl]amino}-1,4-oxazepane-4-carboxylic acid-2-methylpropan-2-yl ester